1-(2-(1H-pyrazol-4-yl)ethyl)-N-(5-(thiophene-2-sulfonamido)thiazolo[5,4-b]pyridin-2-yl)piperidine-4-carboxamide N1N=CC(=C1)CCN1CCC(CC1)C(=O)NC=1SC2=NC(=CC=C2N1)NS(=O)(=O)C=1SC=CC1